(Z)-N'-cyano-6-[(2R)-2-[5-fluoro-2-(methylsulfanyl)phenyl]pyrrolidin-1-yl]-N-[(3-hydroxyphenyl)methyl]imidazo[1,2-b]pyridazine-3-carboximidamide C(#N)\N=C(/NCC1=CC(=CC=C1)O)\C1=CN=C2N1N=C(C=C2)N2[C@H](CCC2)C2=C(C=CC(=C2)F)SC